4-chloro-3-(5,7-difluoro-6-(4-methylpiperazin-1-yl)-4-oxo-1,4-dihydroquinolin-2-yl)benzonitrile ClC1=C(C=C(C#N)C=C1)C=1NC2=CC(=C(C(=C2C(C1)=O)F)N1CCN(CC1)C)F